2-methyl-4-phenyl-1H-pyrrole-3-carboxylate CC=1NC=C(C1C(=O)[O-])C1=CC=CC=C1